2-chlorophthalic acid ClC1(C(C(=O)O)C=CC=C1)C(=O)O